2-[(2S,4R,5R)-1-(2,4-dichlorophenyl)-5-hydroxy-2,6,6-trimethylheptan-4-yl]-2,4-dihydro-3H-1,2,4-triazole ClC1=C(C=CC(=C1)Cl)C[C@@H](C[C@H]([C@@H](C(C)(C)C)O)N1N=CNC1)C